IC(C(=O)[O-])C 2-iodopropionate